2-(3-Methyl-4-(1-((2R,3R,4R,5R,6R)-3,4,5-tris(benzyloxy)-6-((benzyloxy)methyl)tetrahydro-2H-pyran-2-yl)ethyl)phenyl)-4-(trifluoromethyl)pyridine CC=1C=C(C=CC1C(C)[C@H]1O[C@@H]([C@H]([C@@H]([C@@H]1OCC1=CC=CC=C1)OCC1=CC=CC=C1)OCC1=CC=CC=C1)COCC1=CC=CC=C1)C1=NC=CC(=C1)C(F)(F)F